C1(CC1)OC1=CC(=C(C=O)C=C1)NC 4-CYCLOPROPOXY-2-(METHYLAMINO)BENZALDEHYDE